Copper (II) Carbonate Hydroxide [OH-].C([O-])(O)=O.[Cu+2]